3-(3,3-difluoroazetidin-1-yl)benzoate FC1(CN(C1)C=1C=C(C(=O)[O-])C=CC1)F